ClC1=NC=C(C(=N1)C1=CC(=C2CN(C(C2=C1)=O)CC(=O)N[C@H](C)C1=CC(=CC=C1)OC)F)Cl (R)-2-(6-(2,5-dichloropyrimidin-4-yl)-4-fluoro-1-oxoisoindolin-2-yl)-N-(1-(3-methoxyphenyl)ethyl)acetamide